2-((S)-2-((tert-Butoxycarbonyl)(methyl)amino)-N,4-dimethylpentanamido)-3-(4,4-difluorocyclohexyl)propanoic acid C(C)(C)(C)OC(=O)N([C@H](C(=O)N(C)C(C(=O)O)CC1CCC(CC1)(F)F)CC(C)C)C